FC(C(=O)O)(F)F.CC1=C(N=C(N1)C1=NC=CC(=C1)C=1C=NC=C(C1)N1CCOCC1)C(=O)N[C@H](C)C1=CC=CC=C1 5-Methyl-2-(5-morpholin-4-yl-3,4'-bipyridin-2'-yl)-N-[(1R)-1-phenylethyl]-1H-imidazole-4-carboxamide trifluoroacetate salt